(4R)-3-[[2-(1,1-Difluoroethyl)-5-[3-(difluoromethyl)-4-fluoro-phenyl]-3-pyridyl]methyl]-4-methyl-oxazolidin-2-one FC(C)(F)C1=NC=C(C=C1CN1C(OC[C@H]1C)=O)C1=CC(=C(C=C1)F)C(F)F